4,4',4'',4'''-(((2R,5R,8R,11R)-1,4,7,10-tetraazacyclododecane-2,5,8,11-tetrayl)tetrakis(methylene))tetraphenol N1[C@@H](CN[C@@H](CN[C@@H](CN[C@@H](C1)CC1=CC=C(C=C1)O)CC1=CC=C(C=C1)O)CC1=CC=C(C=C1)O)CC1=CC=C(C=C1)O